ClC=1N=C(C2=C(N1)C=CS2)NC=2C(=CC=CC2)N N1-(2-chlorothieno[3,2-d]pyrimidin-4-yl)benzene-1,2-diamine